C(C)N(CCC(=O)Cl)CC 3-(diethylamino)propionyl chloride